6-fluoro-5-(1-(2-fluorophenyl)propyl)-3-(((3-fluoropyridin-2-yl)methyl)amino)-4H-benzo[e][1,2,4]thiadiazine 1,1-dioxide FC=1C=CC2=C(NC(=NS2(=O)=O)NCC2=NC=CC=C2F)C1C(CC)C1=C(C=CC=C1)F